4-{3-[5-(2-Methyl-sulfanyl-pyrimidin-4-yl)-thiophene-2-sulfonylamino]-benzoylamino}-benzoic acid CC1=NC=C(C(=N1)C1=CC=C(S1)S(=O)(=O)NC=1C=C(C(=O)NC2=CC=C(C(=O)O)C=C2)C=CC1)S